FC(C1=CC=2NCC[C@H]3N(C2N=C1)CCNC3)(F)F (R)-3-(trifluoromethyl)-5,6,7,7a,8,9,10,11-octahydropyrazino[1,2-d]pyrido[3,2-b][1,4]diazepine